C(\C=C/C(=O)N)(=S)O thiomaleamic Acid